(S)-3-(4-((4-((S)-2-acetoxy-3-chloropropoxy)phenyl)sulfonyl)-2,6-dichlorophenoxy)propane-1,2-diyl diacetate C(C)(=O)OC[C@H](COC1=C(C=C(C=C1Cl)S(=O)(=O)C1=CC=C(C=C1)OC[C@@H](CCl)OC(C)=O)Cl)OC(C)=O